6-[(1S,4S)-5-methyl-2,5-diazabicyclo[2.2.1]heptan-2-yl]pyridine-2-carbonitrile CN1[C@@H]2CN([C@H](C1)C2)C2=CC=CC(=N2)C#N